C(C)(=O)SCCN(C(CCC(=O)OC)=O)CCSC(C)=O Methyl 4-(bis(2-(acetylthio) ethyl) amino)-4-oxobutanoate